Phenyl (4-(3,4-dichlorophenyl)but-3-yn-2-yl)carbamate ClC=1C=C(C=CC1Cl)C#CC(C)NC(OC1=CC=CC=C1)=O